methyl (S)-2-amino-2-(1-((5,5-dimethyl-1,3-dioxan-2-yl)methyl)cyclopentyl)acetate N[C@H](C(=O)OC)C1(CCCC1)CC1OCC(CO1)(C)C